CC1=NC(=CC(=C1)N1N=CC(=C1)NC(=O)C=1N=C(SC1)C=1C=NNC1)C N-[1-(2,6-dimethylpyridin-4-yl)-1H-pyrazol-4-yl]-2-(1H-pyrazol-4-yl)-1,3-thiazole-4-carboxamide